3-fluoro-4-[(5'S,7a'R)-5'-(3-fluorophenyl)-3'-oxotetrahydro-1H,3'H-spiro[piperidine-4,2'-pyrrolo[2,1-b][1,3]oxazol]-1-yl]benzonitrile FC=1C=C(C#N)C=CC1N1CCC2(C(N3[C@H](O2)CC[C@H]3C3=CC(=CC=C3)F)=O)CC1